5-(((3R,5R)-3,5-dimethylmorpholino)methyl)-2-methylpiperazine-1-carboxylate C[C@@H]1COC[C@H](N1CC1NCC(N(C1)C(=O)[O-])C)C